O=C(CCOCCN1C=CC2=C1C=NNC2=O)N2CCN(CC2)C2=NC=C(C=N2)C(F)(F)F 1-(2-(3-oxo-3-(4-(5-(trifluoromethyl)pyrimidin-2-yl)piperazine-1-yl)propoxy)ethyl)-1,5-dihydro-4H-pyrrolo[2,3-d]pyridazin-4-one